2-(4-(3-(3-amino-5-bromo-1H-pyrazol-1-yl)phenyl)-1H-pyrazol-1-yl)ethan-1-ol NC1=NN(C(=C1)Br)C=1C=C(C=CC1)C=1C=NN(C1)CCO